2-(hydroxymethyl)pyrrolidine OCC1NCCC1